C1(CCC1)N1N=CC=C1C(=O)O 1-cyclobutyl-1H-pyrazole-5-carboxylic acid